[N+](=O)([O-])C1=C(C=CC=C1)S(=O)(=O)N1C2=C(OC(C1)C(=O)OC)C=CC=C2 methyl 4-((2-nitrophenyl) sulfonyl)-3,4-dihydro-2H-benzo[b][1,4]oxazine-2-carboxylate